6-(Cyclopropylmethoxy)-5-(3-fluoro-3-methylazetidin-1-yl)-N-(3-(3-fluoropropylcarbamoyl)pent-3-yl)picolinamide C1(CC1)COC1=C(C=CC(=N1)C(=O)NC(CC)(CC)C(NCCCF)=O)N1CC(C1)(C)F